Methyl (S)-2-((tert-butoxycarbonyl)amino)-3-((S)-2-oxopyrrolidin-3-yl-5,5-d2)propanoate C(C)(C)(C)OC(=O)N[C@H](C(=O)OC)C[C@H]1C(NC(C1)([2H])[2H])=O